2-[3-(3-chlorophenyl)ureido]-4-fluoro-N-propylbenzamide ClC=1C=C(C=CC1)NC(NC1=C(C(=O)NCCC)C=CC(=C1)F)=O